5-ethyl-dodecane C(C)C(CCCC)CCCCCCC